3-((5-fluoro-4-(6-(3-oxomorpholino)pyridin-2-yl)pyrimidin-2-yl)amino)cyclohexane-1-carboxamide FC=1C(=NC(=NC1)NC1CC(CCC1)C(=O)N)C1=NC(=CC=C1)N1C(COCC1)=O